5-fluoro-1-methyl-6-(4,4,5,5-tetramethyl-1,3,2-dioxaborolan-2-yl)indazole FC=1C=C2C=NN(C2=CC1B1OC(C(O1)(C)C)(C)C)C